N5-((4-ethyl-4H-1,2,4-triazol-3-yl)methyl)-1-methyl-1H-benzo[d]imidazole-2,5-diamine C(C)N1C(=NN=C1)CNC1=CC2=C(N(C(=N2)N)C)C=C1